CC1=NC=C(C(=N1)C)OC[C@@]1([C@@H](C1)CO)C1=CC(=CC=C1)F ((1R,2S)-2-(((2,4-dimethylpyrimidin-5-yl)oxy)methyl)-2-(3-fluoroPhenyl)cyclopropyl)methanol